F[C@@H]1C[C@@H](N2N=C(N=C21)C(CC)=O)C2=CC=CC=C2 1-[(5R,7R)-7-fluoro-5-phenyl-6,7-dihydro-5H-pyrrolo[1,2-b][1,2,4]triazol-2-yl]propan-1-one